N1(N=CC=C1)C1=CC=C(C=C1)C1=CC(=CC(=N1)C(=O)N1CCN(CC1)S(=O)(=O)C)CCN[C@H]1[C@@H](C1)C1=CC=C(C=C1)F (6-(4-(1H-pyrazol-1-yl)phenyl)-4-(2-(((1R,2S)-2-(4-fluorophenyl)cyclopropyl)amino)ethyl)pyridin-2-yl)(4-(methylsulfonyl)piperazin-1-yl)methanone